5-O-[2-[3,5-Dihydroxy-2-[(E)-3-(4-hydroxyphenyl)prop-2-enoyl]phenoxy]ethyl] 3-O-methyl 2,6-dimethyl-4-(3-nitrophenyl)-1,4-dihydropyridine-3,5-dicarboxylate CC=1NC(=C(C(C1C(=O)OC)C1=CC(=CC=C1)[N+](=O)[O-])C(=O)OCCOC1=C(C(=CC(=C1)O)O)C(\C=C\C1=CC=C(C=C1)O)=O)C